FC1=C(C(=C(C(=C1OC)F)F)F)F 1,2,3,4,5-pentafluoro-6-methoxybenzene